ClC=1C=C(C=CC1F)N(C(=O)C1N(S(OC1)=O)C1=NC(=CC(=C1)C(F)(F)F)C)C N-(3-chloro-4-fluorophenyl)-N-methyl-3-(6-methyl-4-trifluoromethylpyridin-2-yl)-1,2,3-oxathiazolidine-4-carboxamide 2-oxide